(S)-N4-(5-(1-(2-oxa-6-azaspiro[3.3]heptan-6-yl)ethyl)pyridine-2-yl)-N6-(5-methoxy-3-(methylsulfonyl)pyridin-2-yl)pyrimidine-4,6-diamine C1OCC12CN(C2)[C@@H](C)C=2C=CC(=NC2)NC2=NC=NC(=C2)NC2=NC=C(C=C2S(=O)(=O)C)OC